3-chloro-N-[(1R)-1-(3-chloro-2-fluorophenyl)ethyl]-6-[6-(dimethylphosphoryl)pyridin-3-yl]-7-fluoro-2-methyl-1,5-naphthyridin-4-amine ClC=1C(=NC2=CC(=C(N=C2C1N[C@H](C)C1=C(C(=CC=C1)Cl)F)C=1C=NC(=CC1)P(=O)(C)C)F)C